C1=CC=CC=2C3=CC=CC=C3C(C12)COC(NCC1=C(C=C(C=C1)C(F)(F)F)SC1=C(C=CC=C1)C=O)=O N-[[2-(2-formylphenyl)sulfanyl-4-(trifluoromethyl)phenyl]methyl]carbamic acid 9H-fluoren-9-ylmethyl ester